1-(3-chlorophenyl)-1,1-difluoro-3-methylbutan-2-yl ((S)-1-(((S)-4-(ethylamino)-3,4-dioxo-1-((S)-2-oxopyrrolidin-3-yl)butan-2-yl)amino)-1-oxo-3-phenylpropan-2-yl)carbamate C(C)NC(C([C@H](C[C@H]1C(NCC1)=O)NC([C@H](CC1=CC=CC=C1)NC(OC(C(F)(F)C1=CC(=CC=C1)Cl)C(C)C)=O)=O)=O)=O